(2R,3R)-2-(2,3-Dichlorophenyl)-1-(4-methoxyphenyl)pyrrolidin-3-ol ClC1=C(C=CC=C1Cl)[C@H]1N(CC[C@H]1O)C1=CC=C(C=C1)OC